Methyl 2-formyl-4-(2-(4-formyl-3-(methoxycarbonyl)phenoxy)ethoxy)benzoate C(=O)C1=C(C(=O)OC)C=CC(=C1)OCCOC1=CC(=C(C=C1)C=O)C(=O)OC